N-(2-((2S,3S)-1-ethyl-2-methylpiperidin-3-yl)thieno[2,3-b]pyridin-4-yl)benzo[d]thiazol-5-amine C(C)N1[C@H]([C@H](CCC1)C1=CC=2C(=NC=CC2NC=2C=CC3=C(N=CS3)C2)S1)C